Tert-butyl 2-((4-cyanophenyl)amino)-4-(4-(2-cyanovinyl)-2,6-dimethylphenoxy)-8,9-dihydro-5H-pyrimido[4,5-d]azepine-7(6H)-carboxylate C(#N)C1=CC=C(C=C1)NC=1N=C(C2=C(CCN(CC2)C(=O)OC(C)(C)C)N1)OC1=C(C=C(C=C1C)C=CC#N)C